FC1=C(C=C(C=C1)NC(CN1[C@H](CCC1)C)=O)NC(=O)C=1C=C2C(=NC1)NC(=C2)C=2C=NN(C2)C2COCC2 N-(2-fluoro-5-(2-((S)-2-methylpyrrolidin-1-yl)acetamido)phenyl)-2-(1-(tetrahydrofuran-3-yl)-1H-pyrazol-4-yl)-1H-pyrrolo[2,3-b]pyridine-5-carboxamide